methyl 1-(7-(8-ethyl-7-fluoro-3-hydroxynaphthalen-1-yl)-8-fluoro-2-(((S)-1-methylpyrrolidin-2-yl)methoxy)pyrido[4,3-d]pyrimidin-4-yl)azepane-4-carboxylate C(C)C=1C(=CC=C2C=C(C=C(C12)C1=C(C=2N=C(N=C(C2C=N1)N1CCC(CCC1)C(=O)OC)OC[C@H]1N(CCC1)C)F)O)F